CC1=NCC(NC1)=O methyl-5-oxo-3,4,5,6-tetrahydropyrazin